(Z)-(4-(4-bromo-6-cyano-1H-benzo[d][1,2,3]triazol-1-yl)-3-fluorobut-2-en-1-yl)carbamic acid tert-butyl ester C(C)(C)(C)OC(NC\C=C(\CN1N=NC2=C1C=C(C=C2Br)C#N)/F)=O